3-chloro-N-[1-[3-(triazol-2-yl)pyrazin-2-yl]ethyl]-5-(trifluoromethyl)benzamide ClC=1C=C(C(=O)NC(C)C2=NC=CN=C2N2N=CC=N2)C=C(C1)C(F)(F)F